FC(C1=NN(C=C1C(=O)NNC1=CC=C(C=C1)OC=1C=C(C=CC1)C)C)F 3-(difluoromethyl)-1-methyl-N'-(4-(m-tolyloxy)phenyl)-1H-pyrazole-4-hydrazide